(1S,2R)-1,2-diphenyl-2-p-tolylsulfinylethyl-iminomethylphenol C1(=CC=CC=C1)[C@H]([C@@H](S(=O)C1=CC=C(C=C1)C)C1=CC=CC=C1)C=1C(=C(C=CC1)O)C=N